PHENYL-ACRYLIC ACID C1(=CC=CC=C1)C(C(=O)O)=C